4-(4-Benzylpiperazin-1-yl)-1-methylquinolin-2(1H)-one C(C1=CC=CC=C1)N1CCN(CC1)C1=CC(N(C2=CC=CC=C12)C)=O